C(C)(C)(C)OC(=O)N1[C@H](CC[C@@H](C1)C)C1=CC(=CC=C1)OCC1CCNCC1.C(C(=C)C)(=O)OCCOC1=CC=C(C=C1)C(C)(C)C1=CC=C(C=C1)OCCOC(C(=C)C)=O bis[p-(methacryloyloxyethoxy)phenyl]dimethylmethane (2R,5S)-tert-butyl-5-methyl-2-(3-(piperidin-4-ylmethoxy)phenyl)piperidine-1-carboxylate